trans-3-((difluoromethoxy)methyl)cyclobutane FC(OCC1CCC1)F